3-OXO-PROPIONIC ACID ETHYL ESTER C(C)OC(CC=O)=O